O1COC2=C1C=CC(=C2)C=CC(=O)N(CCC=2SC=CC2)CC 3-(1,3-benzodioxol-5-yl)-N-ethyl-N-[2-(2-thienyl)ethyl]prop-2-enamide